Methyl-3-(1-(8-fluoro-2-(((2R,7aS)-2-fluorotetrahydro-1H-pyrrolizin-7a(5H)-yl)methoxy)-7-(3-hydroxynaphthalen-1-yl)pyrido[4,3-d]pyrimidin-4-yl)azepan-4-yl)-1,1-dimethylurea CN(C(N(C)C)=O)C1CCN(CCC1)C=1C2=C(N=C(N1)OC[C@]13CCCN3C[C@@H](C1)F)C(=C(N=C2)C2=CC(=CC1=CC=CC=C21)O)F